BrN1C2(N3C(=C(C=CC3=O)C)C1=O)CC1(C2)CC(C1)(F)F bromo-3,3-difluoro-8''-methyl-2''H-dispiro[cyclobutane-1,1'-cyclobutane-3',3''-imidazo[1,5-a]pyridin]-1'',5''-dione